(2S,3S,4R,5R)-5-(2-(5-chloropyridin-3-yl)-6-((pyridin-2-ylmethyl)amino)-9H-purin-9-yl)-3,4-dihydroxyl-N-(2,2,2-trifluoroethyl)tetrahydrofuran-2-formamide ClC=1C=C(C=NC1)C1=NC(=C2N=CN(C2=N1)[C@H]1[C@@H]([C@@H]([C@H](O1)C(=O)NCC(F)(F)F)O)O)NCC1=NC=CC=C1